4-(4-{4-[(2s)-2-({4-[(4-Cyanophenyl)carbamoyl]bicyclo[2.2.2]octan-1-yl}formamido)pent-4-ynamido]benzamido}-2-hydroxy-3-(propan-2-yloxy)benzamido)benzoic acid C(#N)C1=CC=C(C=C1)NC(=O)C12CCC(CC1)(CC2)C(=O)N[C@H](C(=O)NC2=CC=C(C(=O)NC1=C(C(=C(C(=O)NC3=CC=C(C(=O)O)C=C3)C=C1)O)OC(C)C)C=C2)CC#C